C(C)(C)(C)OC(=O)NCCN(C1=NC=C(C=N1)C(=O)OCC)C ethyl 2-[2-(tert-butoxycarbonylamino)ethyl-methyl-amino]pyrimidine-5-carboxylate